4-[4-(5-methyl-1,3-benzooxazol-2-yl)piperidin-1-yl]-2-oxo-1,2-dihydroquinoline-3-carboxamide CC=1C=CC2=C(N=C(O2)C2CCN(CC2)C2=C(C(NC3=CC=CC=C23)=O)C(=O)N)C1